3-[2-(4-Methoxyphenylpropionyl)-1,2,3,4-tetrahydroisoquinolin-5-yl]-3-(7-methoxy-1-methyl-1H-benzo[d][1,2,3]triazol-5-yl)propionic acid ethyl ester C(C)OC(CC(C1=CC2=C(N(N=N2)C)C(=C1)OC)C1=C2CCN(CC2=CC=C1)C(CCC1=CC=C(C=C1)OC)=O)=O